C12=CC(=CC=C2CC1)[C@H]1[C@H](C2=CC=C(C=C2CC1)O)C1=CC=C(C=C1)N1CCC(CC1)C=O 1-(4-((1S,2R)-2-(bicyclo[4.2.0]octa-1,3,5-trien-3-yl)-6-hydroxy-1,2,3,4-tetrahydronaphthalen-1-yl)phenyl)piperidine-4-carbaldehyde